phenoxythioxanthenyl-nitrothianthrene O(C1=CC=CC=C1)C=1C(=C(C=2SC3=CC=CC=C3SC2C1)[N+](=O)[O-])C1C2=CC=CC=C2SC=2C=CC=CC12